(4-Chloro-2-fluoro-5-(4,4,5,5-tetramethyl-1,3,2-dioxaborolan-2-yl)phenyl)(phenyl)methanone ClC1=CC(=C(C=C1B1OC(C(O1)(C)C)(C)C)C(=O)C1=CC=CC=C1)F